(4-(2-(8-methoxy-2-methyl-1,2,3,4-tetrahydroisoquinolin-6-yl)-5-tosyl-5H-pyrrolo[2,3-b]pyrazin-7-yl)phenyl)(2-oxa-6-azaspiro[3.3]hept-6-yl)methanone COC=1C=C(C=C2CCN(CC12)C)C=1N=C2C(=NC1)N(C=C2C2=CC=C(C=C2)C(=O)N2CC1(COC1)C2)S(=O)(=O)C2=CC=C(C)C=C2